C(C)(C)(C)NS(=O)(=O)C1=C(C=CC(=C1)CC(=O)NC(C)C)C1=CN=C(S1)C1CCC(CC1)NC([O-])=O N-[4-[5-[2-(tert-butylsulfamoyl)-4-[2-(isopropylamino)-2-oxo-ethyl]phenyl]thiazol-2-yl]cyclohexyl]carbamate